ClC1=CC(=C(C=C1)O)C 4-chloro-2-methyl-phenol